N1-(3-amino-4-chlorophenyl)-2-[2,4-di(tertiary amyl)phenoxy]acetamide NC=1C=C(C=CC1Cl)NC(COC1=C(C=C(C=C1)C(C)(C)CC)C(C)(C)CC)=O